N-[5-(2-{5-[(3R,5R)-3-amino-5-fluoropiperidine-1-carbonyl]-7-methoxy-1-methyl-1H-1,3-benzodiazol-2-yl}-1-(cyclopropylmethyl)-1H-indol-6-yl)pyridin-2-yl]acetamide N[C@H]1CN(C[C@@H](C1)F)C(=O)C1=CC2=C(N(C(=N2)C=2N(C3=CC(=CC=C3C2)C=2C=CC(=NC2)NC(C)=O)CC2CC2)C)C(=C1)OC